C1=CC(=CC=C1C(F)(F)F)Cl (p-chlorophenyl)trifluoromethane